COC([C@H]([C@H](C)C1=CC=C(C=C1)Br)C)=O (3S,2S)-3-(4-bromophenyl)-2-methylbutyric acid methyl ester